FC(OC1=C(C=CC=C1)N1C(N(C(C1)=O)C1CC2(CC(C2)OC2=C(C(=O)N)C=CC=N2)C1)=O)F 2-(((αr)-6-(3-(2-(difluoromethoxy)phenyl)-2,5-dioxoimidazolidin-1-yl)spiro[3.3]heptan-2-yl)oxy)nicotinamide